1-(5-((5-chloro-4-(3-methylpiperidin-1-yl)pyrimidin-2-yl)amino)pyridin-3-yl)pyrrolidin-2-one ClC=1C(=NC(=NC1)NC=1C=C(C=NC1)N1C(CCC1)=O)N1CC(CCC1)C